p-Heptylphenylmethanethiol C(CCCCCC)C1=CC=C(C=C1)CS